2'-(methylthio)-1,3,5',6'-tetrahydrospiro[indene-2,7'-pyrano[2,3-d]pyrimidin]-4'-yl trifluoromethanesulfonate FC(S(=O)(=O)OC=1C2=C(N=C(N1)SC)OC1(CC2)CC2=CC=CC=C2C1)(F)F